ClC=1C(=C2C(=CC1)C(N(C[C@]21[C@H](C1)F)CC(=O)NC1=NC=C(C=N1)C)=O)F 2-[(2's,4r)-6-chloro-2',5-difluoro-1-oxospiro[3H-isoquinoline-4,1'-cyclopropane]-2-yl]-N-(5-methylpyrimidin-2-yl)acetamide